C(C)(C)(C)OC(=O)N1CC(CCC1)(NC(=O)OC)C(C(C(C)C)C)=O 3-(2,3-dimethylbutyryl)-3-((methoxycarbonyl)amino)piperidine-1-carboxylic acid tert-butyl ester